O1C(CCCC1)N1N=CC(=C1)B1OC(C(O1)(C)C)(C)C 1-(tetrahydropyran-2-yl)-4-(4,4,5,5-tetramethyl-1,3,2-dioxaborolan-2-yl)-1H-pyrazole